FC=1C=C(C=CC1F)C1=NN(C(=C1CC1=CC=C(C=C1)S(N)(=O)=O)O)C=1SC=C(N1)C(=O)O 2-(3-(3,4-difluorophenyl)-5-hydroxy-4-(4-sulfamoylbenzyl)-1H-pyrazol-1-yl)thiazole-4-carboxylic acid